Benzenothione C1(CC=CC=C1)=S